C(C1=CC(C(=O)C2CCCCC(=O)N2)=CC=C1)(=O)C1CCCCC(=O)N1 isophthaloyl-biscaprolactam